[Cl-].[Ce+3].[Cl-].[Cl-] cerium (iii) chloride